ClC1=NC2=CC=CC=C2N=C1\C=C\C1=NN=NN1C (E)-2-Chloro-3-(2-(1-methyltetrazol-5-yl)vinyl)quinoxaline